ethyl (2R,3R)-2-(2-methylphenyl)-2,3-dihydro-1H-indole-3-carboxylate CC1=C(C=CC=C1)[C@@H]1NC2=CC=CC=C2[C@H]1C(=O)OCC